(R)-3-(5-methoxy-2-vinylpyridin-4-yl)-10-methyl-9,10,11,12-tetrahydro-8H-[1,4]diazepino[5',6':4,5]thieno[3,2-f]quinolin-8-one COC=1C(=CC(=NC1)C=C)C1=NC=2C=CC3=C(C2C=C1)C1=C(S3)C(N[C@@H](CN1)C)=O